CN1CC(C1)CNC(=O)C1=NN2C(N=C(C=C2C2=CC=CC=C2)C2=CC=CC=C2)=C1 N-((1-Methylazetidin-3-yl)methyl)-5,7-diphenylpyrazolo[1,5-a]pyrimidine-2-carboxamide